O1C(COCC1)OCCO 2-((1,4-dioxane-2-yl)oxy)ethanol